BrC=1N=CN(C1)CCCO[Si](C)(C)C(C)(C)C 3-(4-bromoimidazol-1-yl)propoxy-tert-butyl-dimethyl-silane